6-(2-(3-Trifluoromethoxyphenyl)-5,6-dihydro-4H-pyrrolo[1,2-b]pyrazol-3-yl)-[1,2,4]triazolo[1,5-a]pyridine FC(OC=1C=C(C=CC1)C=1C(=C2N(N1)CCC2)C=2C=CC=1N(C2)N=CN1)(F)F